N-((2S,3R,4R,5R,6R)-4,5-dihydroxy-6-(hydroxymethyl)-2-(prop-2-yn-1-yl)tetrahydro-2H-pyran-3-yl)acetamide O[C@@H]1[C@H]([C@@H](O[C@@H]([C@@H]1O)CO)CC#C)NC(C)=O